CCCCC/C=C\\C/C=C\\C/C=C\\C/C=C\\CCCCCC(=O)OC[C@H](COP(=O)([O-])OCC[N+](C)(C)C)OC(=O)CCC/C=C\\C/C=C\\C/C=C\\C/C=C\\CCCCC The molecule is a phosphatidylcholine (22:4/20:4) which carries a (6Z,9Z,12Z,15Z)-22-oxodocosa-6,9,12,15-tetraen-22-yl group at position 1 and a (5Z,8Z,11Z,14Z)-icosa-5,8,11,14-tetraenoyl group at position 2.